[5-fluoro-4-[[4-(trifluoromethoxy)phenyl]methyl]-3-pyridyl]hydrazine FC=1C(=C(C=NC1)NN)CC1=CC=C(C=C1)OC(F)(F)F